C(CCC(=O)OCC)(=O)OCC diethyl succinate